C(C)(C)(C)OC(NC1=CC(=CC=C1)C(C(C1=NN=CN1C)(F)F)(C)O)=O (3-(1,1-difluoro-2-hydroxy-1-(4-methyl-4H-1,2,4-triazol-3-yl)propan-2-yl)phenyl)carbamic acid tert-butyl ester